S(=O)(=O)([O-])[O-] (M)-sulfate